1-(6-chloropyridin-3-yl) cyclopropanecarboxylate C1(CC1)C(=O)OC=1C=NC(=CC1)Cl